N-(3-methoxybenzyl)-N-(4-morpholinobenzyl)pyridin-2-amine COC=1C=C(CN(C2=NC=CC=C2)CC2=CC=C(C=C2)N2CCOCC2)C=CC1